ClC1=CC=C(C=C1)CS(=O)(=O)OC1=C(OC(C1=O)([2H])C1=CC=C(C=C1)C(F)(F)F)N 2-amino-4-oxo-5-(4-(trifluoromethyl)phenyl)-4,5-dihydrofuran-3-yl-5-d (4-chlorophenyl)methanesulfonate